CC1=CC=C(C=C1)S(=O)(=O)O\N=C(/C(F)(F)F)\C1=C(C=CC(=C1)Br)F [(Z)-[1-(5-bromo-2-fluoro-phenyl)-2,2,2-trifluoro-ethylidene]amino] 4-methylbenzenesulfonate